CSC1=CC=CC=N1 6-(methylthio)pyridin